1-chloro-1,3-diphenyl-4-pentafluorosulfanylbuta-1,3-diene ClC(=CC(=CS(F)(F)(F)(F)F)C1=CC=CC=C1)C1=CC=CC=C1